CC1(N=C(OC1)C1=NC2=CC=C(C=C2C(=N1)N)N)C (4,4-dimethyl-4,5-dihydro-oxazol-2-yl)-quinazoline-4,6-diamine